(3-bromo-4-methylphenyl)propan-1-one [2-hydroxy-3-(3,4,5-trihydroxybenzoyl)oxy-propyl]3,4,5-trihydroxybenzoate OC(COC(C1=CC(=C(C(=C1)O)O)O)=O)COC(C1=CC(=C(C(=C1)O)O)O)=O.BrC=1C=C(C=CC1C)C(CC)=O